C(C)OC(CCC1=CC=C(N1C(=O)OC(C)(C)C)C(=O)OCC)=O 1-(tert-butyl) 2-ethyl 5-(3-ethoxy-3-oxopropyl)-1H-pyrrole-1,2-dicarboxylate